CC(CCNC1=C(C(=O)O)C=CC=C1S(NC)(=O)=O)(C)C (3,3-dimethylbutylamino)-3-(methylsulfamoyl)benzoic acid